3-(3-(3-(hydroxymethyl)phenoxy)azetidin-1-yl)-2-(1H-pyrrol-1-yl)benzoic acid OCC=1C=C(OC2CN(C2)C=2C(=C(C(=O)O)C=CC2)N2C=CC=C2)C=CC1